(S)-2-(2,5-difluoro-4-(6-((2,3,4-trifluorobenzyl)oxy)pyridin-2-yl)benzyl)-1-(4,4-dimethyltetrahydrofuran-3-yl)-1H-benzo[d]imidazole-6-carboxylic acid FC1=C(CC2=NC3=C(N2[C@@H]2COCC2(C)C)C=C(C=C3)C(=O)O)C=C(C(=C1)C1=NC(=CC=C1)OCC1=C(C(=C(C=C1)F)F)F)F